4'-(1,4-phenylenedi(ethyne-2,1-diyl))dibenzoaldehyde C1(=CC=C(C=C1)C#CC1=C(C=O)C=CC=C1)C#CC1=C(C=O)C=CC=C1